FC1(CN([C@H]2[C@@H]1C(N(CC2)CC(C(=O)OCC2=CC=C(C=C2)OC)(C)C)=O)C(=O)OCC2=CC=CC=C2)F (cis)-benzyl 3,3-difluoro-5-(3-((4-methoxybenzyl) oxy)-2,2-dimethyl-3-oxopropyl)-4-oxooctahydro-1H-pyrrolo[3,2-c]pyridine-1-carboxylate